C(C1=CC=CC=C1)(=O)NC=1C=2N=CN([C@H]3C[C@H](OCSC)[C@@H](CO[Si](C)(C)C(C)(C)C)O3)C2N=CN1 N6-Benzoyl-5'-O-tert-butyldimethylsilyl-3'-O-methylthiomethyl-2'-deoxyadenosine